NC1=CC(=C(C=C1)C1=C(C=2C(=NC=C(C2S1)C=1C=NN(C1)C)O)C1=CC(=C(C=C1)OC1=NC=CC(=N1)C)F)C 2-(4-amino-2-methylphenyl)-3-(3-fluoro-4-((4-methylpyrimidin-2-yl)oxy)phenyl)-7-(1-methyl-1H-pyrazol-4-yl)thieno[3,2-c]pyridin-4-ol